N-[3-chloro-4-[4-(2-chloroacetyl)piperazine-1-carbonyl]phenyl]-1-methyl-5-[1-(5-nitro-2-pyridyl)-3-(trifluoromethyl)pyrazol-4-yl]imidazole-2-carboxamide ClC=1C=C(C=CC1C(=O)N1CCN(CC1)C(CCl)=O)NC(=O)C=1N(C(=CN1)C=1C(=NN(C1)C1=NC=C(C=C1)[N+](=O)[O-])C(F)(F)F)C